CC(CC=1C(=C(C=CC1CCCCCCCC)C1=CC=C(C=C1)C(=O)[O-])C1=CC=CC=C1)CC 2-methylbutylphenyl-4-n-octylbiphenyl-4'-carboxylate